(1R,3S,5R)-2-(2-(3-acetyl-7-methyl-1H-indazol-1-yl)acetyl)-N-(6-bromo-3-methylpyridin-2-yl)-5-methyl-2-azabicyclo[3.1.0]hexane-3-carboxamide C(C)(=O)C1=NN(C2=C(C=CC=C12)C)CC(=O)N1[C@@H]2C[C@@]2(C[C@H]1C(=O)NC1=NC(=CC=C1C)Br)C